4-(4-((1S,4S)-2,5-diazabicyclo[2.2.2]octan-2-yl)-2-((1-((dimethylamino)methyl)cyclopropyl)methoxy)-5,8-dihydropyrido[3,4-d]pyrimidin-7(6H)-yl)-5-bromonaphthalen-2-ol [C@@H]12N(C[C@@H](NC1)CC2)C=2C1=C(N=C(N2)OCC2(CC2)CN(C)C)CN(CC1)C1=CC(=CC2=CC=CC(=C12)Br)O